C(#N)CC1CCC(CC1)N1C(=NC=2C1=C1C(=NC2)NC=C1)C1=CC=C(C#N)C=C1 4-(1-((1r,4r)-4-(cyanomethyl)cyclohexyl)-1,6-dihydroimidazo[4,5-d]pyrrolo[2,3-b]pyridin-2-yl)benzonitrile